C(#N)CNC(=O)N1[C@H]2CN(C[C@@H]1CC2)C2=NC(=NC=C2)NC=2C=NN(C2)C (1r,5s)-N-(cyanomethyl)-3-{2-[(1-methyl-1H-pyrazol-4-yl)amino]pyrimidin-4-yl}-3,8-diazabicyclo[3.2.1]octane-8-carboxamide